(S)-7-((4-acetyl-5-((2,4-dimethoxybenzyl)amino)-6-oxopyrimidin-1(6H)-yl)-methyl)-4-(cyclopropylethynyl)-4-(trifluoromethyl)-3,4-dihydroquinazolin-2(1H)-one C(C)(=O)C=1N=CN(C(C1NCC1=C(C=C(C=C1)OC)OC)=O)CC1=CC=C2[C@](NC(NC2=C1)=O)(C(F)(F)F)C#CC1CC1